3,5'-bis(3-chloropropyloxy)-2,2'-dimethyl-1,1'-biphenyl ClCCCOC=1C(=C(C=CC1)C1=C(C=CC(=C1)OCCCCl)C)C